4'-Cyclopropyl-5-fluoro-N-(4-(1-isopropyl-4-(trifluoromethyl)-1H-imidazol-2-yl)benzyl)-6'-methoxy-N-methyl-[2,5'-bipyrimidin]-4-amine C1(CC1)C1=NC=NC(=C1C1=NC=C(C(=N1)N(C)CC1=CC=C(C=C1)C=1N(C=C(N1)C(F)(F)F)C(C)C)F)OC